(2r,3r)-5-(bicyclo[2.2.1]heptan-2-yl)-3-hydroxy-2-methylpentanoic acid C12C(CC(CC1)C2)CC[C@H]([C@H](C(=O)O)C)O